Ethyl {[1-(4-isopropylphenyl)-5-phenyl-1H-pyrazol-3-yl]oxy}acetate C(C)(C)C1=CC=C(C=C1)N1N=C(C=C1C1=CC=CC=C1)OCC(=O)OCC